COC=1C=C2C(N(C=3C4=C(C=CC3C2=CC1OC)C=C1C(=C4)OCO1)CCCN1CCCC1)=O 2,3-Dimethoxy-12-(3-(pyrrolidin-1-yl)propyl)-[1,3]dioxolo[4',5':4,5]benzo[1,2-c]phenanthridin-13(12H)-one